FC1COCCC1NC1=NC(=NC=C1C(=O)O)SC ((3-fluorotetrahydro-2H-pyran-4-yl)amino)-2-(methylthio)pyrimidine-5-carboxylic acid